ClC1=CC=C(C=C1)N1C[C@@H](CC1)N(S(=O)(=O)C)C (R)-N-(1-(4-chlorophenyl)pyrrolidin-3-yl)-N-methylmethanesulfonamide